O=C1OCC(N1)C1=CC=CC=C1 2-oxo-4-phenyloxazolidine